1-((1S,3R)-3-(3-mercaptoazetidin-1-yl)cyclopentyl)guanidine SC1CN(C1)[C@H]1C[C@H](CC1)NC(=N)N